epoxy-1,4-cyclohexanedimethanol dioleate C(CCCCCCC\C=C/CCCCCCCC)(=O)OCC12C(CC(CC1)COC(CCCCCCC\C=C/CCCCCCCC)=O)O2